4-(2-cyano-6-(4-(4-fluorophenoxy)phenyl)pyridine-4-yl)-N-isopropylpiperazine-1-carboxamide C(#N)C1=NC(=CC(=C1)N1CCN(CC1)C(=O)NC(C)C)C1=CC=C(C=C1)OC1=CC=C(C=C1)F